NC=1C=NN(C1)C[C@@H]1CN(CCO1)C(=O)O (S)-2-((4-amino-1H-pyrazol-1-yl)methyl)morpholine-4-carboxylic acid